dithiolyl-(dithiolan) S1SC(C=C1)C1SSCC1